(R)-2-(2,6-bis(benzyloxy)pyridin-3-yl)-5-(6-fluoro-3-methylindoline-1-carbonyl)isoindolin-1-one C(C1=CC=CC=C1)OC1=NC(=CC=C1N1C(C2=CC=C(C=C2C1)C(=O)N1C[C@@H](C2=CC=C(C=C12)F)C)=O)OCC1=CC=CC=C1